COCC(CC(C)C)(CC)COC 4,4-dimethoxymethyl-2-methylhexane